COCCNC=1C(=NC=C(C1)[N+](=O)[O-])C(=O)[O-] ((2-methoxyethyl) amino)-5-nitropyridine-2-carboxylate